NC1(CCC1)C#CC=1C=NC=CC1C1=C(C=2C(NCCC2N1)=O)NC1=C(C(=CC=C1)F)OC 2-{3-[2-(1-aminocyclobutyl)ethynyl]pyridin-4-yl}-3-[(3-fluoro-2-methoxyphenyl)amino]-1H,5H,6H,7H-pyrrolo[3,2-c]pyridin-4-one